(S)-5-((((3'-chloro-2'-(2-chloro-3-((2-fluoro-3-(((((R)-oxetan-2-yl)methyl)amino)methyl)phenyl)amino)phenyl)-6-methoxy-[2,4'-bipyridin]-5-yl)methyl)amino)methyl)pyrrolidin-2-one ClC=1C(=NC=CC1C1=NC(=C(C=C1)CNC[C@@H]1CCC(N1)=O)OC)C1=C(C(=CC=C1)NC1=C(C(=CC=C1)CNC[C@@H]1OCC1)F)Cl